FC1=C(CNC(OC(C)(C)C)=O)C=C(C=C1)C=1C=NNC1 tert-Butyl 2-fluoro-5-(1H-pyrazol-4-yl)benzylcarbamate